ClC=1C=C(C=CC1)C(C[N+](=O)[O-])C1=CNC2=CC=CC=C12 3-(1-(3-chlorophenyl)-2-nitroethyl)-1H-indole